FC1=C(C(=CC(=C1)OC1=CC=CC=C1)F)C(=O)C1=CNC2=NC=CC(=C21)N[C@H]2CO[C@@H](CC2)CO (2,6-difluoro-4-phenoxyphenyl)(4-(((3R,6S)-6-(hydroxymethyl)tetrahydro-2H-pyran-3-yl)amino)-1H-pyrrolo[2,3-b]pyridin-3-yl)methanone